(1r,3r)-3-(4-bromo-5-methyl-triazol-1-yl)cyclobutanol BrC=1N=NN(C1C)C1CC(C1)O